(R)-2,2-difluoro-N-(3-(6-(1-(4-methoxybenzyl)-1H-pyrazol-3-yl)-4-methylpyridin-3-yl)-1,6-naphthyridin-7-yl)cyclopropane-1-carboxamide FC1([C@H](C1)C(=O)NC1=NC=C2C=C(C=NC2=C1)C=1C=NC(=CC1C)C1=NN(C=C1)CC1=CC=C(C=C1)OC)F